CC1(CC(C(C(C1)=O)=C(C)N[C@@H](CCCN)C(=O)O)=O)C 1-(4,4-dimethyl-2,6-dioxocyclohexylidene)-ethyl-L-ornithine